1-(3-(imidazo[1,2-a]pyridin-6-yl)-6-(3-methoxypropyl)pyrazin-2-yl)piperidine-4-carboxylic acid N=1C=CN2C1C=CC(=C2)C=2C(=NC(=CN2)CCCOC)N2CCC(CC2)C(=O)O